CN(C)C1=CC=CC2=C1C=CC=C2S(=O)(=O)Cl dimethylaminonaphthalenesulfonyl chloride